2-[3-[4-(1H-INDAZOL-5-YLAMINO)QUINAZOLIN-2-YL]PHENOXY]-N-PROPAN-2-YL-ACETAMIDE N1N=CC2=CC(=CC=C12)NC1=NC(=NC2=CC=CC=C12)C=1C=C(OCC(=O)NC(C)C)C=CC1